ClC=1C(=CC(=C(C(=O)O)C1)O)O 5-chloro-2,4-dihydroxybenzoic acid